NC[C@@H](C(=O)O)C (S)-3-(amino)-2-methylpropanoic acid